1-((2,5-dimethoxyphenyl)sulfonyl)-6-methoxy-1,2,3,4-tetrahydroquinoxaline COC1=C(C=C(C=C1)OC)S(=O)(=O)N1CCNC2=CC(=CC=C12)OC